N=1C=NN2C1C=C(C=C2)OC2=C(C=C(C=C2)NC2=C(C=NC1=CC=C(C=C21)N2C(C(CC2)=C)=O)C#N)C 4-((4-([1,2,4]triazolo[1,5-a]pyridin-7-yloxy)-3-methylphenyl)amino)-6-(3-methylene-2-oxopyrrolidin-1-yl)quinoline-3-carbonitrile